(2,6-dimethylpiperazine-1,4-diyl)bis((2-fluoro-4-methoxyphenyl)methanone) CC1N(C(CN(C1)C(=O)C1=C(C=C(C=C1)OC)F)C)C(=O)C1=C(C=C(C=C1)OC)F